2-(2-methylpyridin-4-yl)propan-2-amine CC1=NC=CC(=C1)C(C)(C)N